(3-(5-((4-(4-((N-cyclopropyl-3-oxo-3,4-dihydro-2H-benzo[b][1,4]oxazine-7-carboxamido)methyl)benzamido)butyl)amino)-1,3-dioxoisoindolin-2-yl)-2,6-dioxopiperidinyl)methyl pivalate C(C(C)(C)C)(=O)OCN1C(C(CCC1=O)N1C(C2=CC=C(C=C2C1=O)NCCCCNC(C1=CC=C(C=C1)CN(C(=O)C=1C=CC2=C(OCC(N2)=O)C1)C1CC1)=O)=O)=O